BrC1=NN(C(=C1)CC(C)C)C1=CC(=CC(=C1)OC)F 3-Bromo-1-(3-fluoro-5-methoxyphenyl)-5-isobutylpyrazole